CN1N=CC(=C1)CN1C=2N(C3=CC=C(C=C3C1=O)S(=O)(=O)NC1(CC1)C)[C@H](CN2)C#CC (S)-4-((1-methyl-1H-pyrazol-4-yl)methyl)-N-(1-methylcyclopropyl)-5-oxo-1-(prop-1-yn-1-yl)-1,2,4,5-tetrahydroimidazo-[1,2-a]quinazoline-7-sulfonamide